ClC=1C(=C(C=CC1Cl)NC1=NC=NC2=CC(=C(C=C12)C1CN(C1)C#N)OC)F 3-(4-((3,4-dichloro-2-fluorophenyl)amino)-7-methoxyquinazolin-6-yl)azetidine-1-carbonitrile